ClCC1=NC=C(C(=C1C)OC)C 2-(chloromethyl)-4-methoxy-3,5-lutidine